NC=1C=CC(=C(C1)C1CCNC=2N1N=C(C2C(=O)N)C2=CC=C(C=C2)OC2=CC=CC=C2)Cl 7-(5-amino-2-chlorophenyl)-2-(4-phenoxyphenyl)-4,5,6,7-tetrahydropyrazolo[1,5-a]pyrimidine-3-carboxamide